N1=CC(=CC=C1C=O)C=1C=NC(=CC1)C=O (3,3'-bipyridine)-6,6'-dicarboxaldehyde